C1(CCCCC1)[C@H](C)OC1=C(C(=O)NC2=C(C=NC=C2)C)C=C(C(=C1)N1N=C2N(CCCC2)C1=O)F 2-[(1S)-1-cyclohexylethoxy]-5-fluoro-N-(3-methylpyridin-4-yl)-4-(3-oxo-5,6,7,8-tetrahydro[1,2,4]triazolo[4,3-a]pyridin-2(3H)-yl)benzamide